C(C)OC(=O)C1=CN(C2=CC(=C(C=C2C1=O)F)Cl)C1CC1 7-chloro-1-cyclopropyl-6-fluoro-4-oxo-1,4-dihydroquinoline-3-carboxylic acid ethyl ester